(1-isopropyl-3-methoxypiperidin-4-yl)-5-(piperidin-1-ylmethyl)-5,6-dihydro-1,4,2-dioxazine C(C)(C)N1CC(C(CC1)C1=NOCC(O1)CN1CCCCC1)OC